1-[(6-{6,6-difluoro-3-azabicyclo[3.1.0]hex-3-yl}-2-methoxypyridin-3-yl)methyl]-1H-imidazole-4-carboxylic acid FC1(C2CN(CC12)C1=CC=C(C(=N1)OC)CN1C=NC(=C1)C(=O)O)F